BrCC=1N=CNC1 L-4-bromomethylimidazole